(S)-1-benzyl-isoquinoline C(C1=CC=CC=C1)C1=NC=CC2=CC=CC=C12